[Br-].CN1C=NC=C1 3-methylimidazole bromide salt